F[C@H]1CN(CC1)C(=O)N1CC2=C(C=C(C=C2CC1)C=1C=C2C(=NC1)NC=C2C)[C@H]2NCCOC2 ((R)-3-fluoropyrrolidin-1-yl)(6-(3-methyl-1H-pyrrolo[2,3-b]pyridine-5-yl)-8-((R)-morpholin-3-yl)-3,4-dihydroisoquinolin-2(1H)-yl)methanone